C(CCCCCCCCCCCCCCCCCCC)OC(CCC1=CC(=C(C=C1)O)OC)=O icosyl-3-(4-hydroxy-3-methoxyphenyl)propanoate